phenylphosphine benzophenone salt C(C1=CC=CC=C1)(=O)C1=CC=CC=C1.C1(=CC=CC=C1)P